C1(CC1)C([C@@H](C(=O)NC1=CC=C(C=C1)C=1C(=NNC1C)C)NC(=O)C=1N(N=CC1)CCSC)C1CC1 N-[(1S)-1-(dicyclopropylmethyl)-2-[4-(3,5-dimethyl-1H-pyrazol-4-yl)anilino]-2-oxo-ethyl]-2-(2-methylsulfanylethyl)pyrazole-3-carboxamide